C(C)C=1N(C2=C(C=NC=3C=CC=CC23)N1)CCCCN(C(OC(C)(C)C)=O)C1CCOCC1 tert-butyl (4-(2-ethyl-1H-imidazo[4,5-c]quinolin-1-yl)butyl)(tetrahydro-2H-pyran-4-yl)carbamate